3-bromothieno[3,2-c]pyridin-4-amine BrC1=CSC2=C1C(=NC=C2)N